C(C)(C)(C)C=CC1=CC=CC=C1 tertiary butylstyrene